CN1N=CC(=C1)NC1=NC=CC(=N1)C1=CC2CCC(C1)N2C(=O)C2(CC2)C(F)(F)F (3-(2-((1-Methyl-1H-pyrazol-4-yl)amino)pyrimidin-4-yl)-8-azabicyclo[3.2.1]oct-2-en-8-yl)(1-(trifluoromethyl)cyclopropyl)methanone